P(=O)(OCC(F)(F)F)(OC)OC 2,2,2-trifluoroethyl dimethyl phosphate